cyanoacetyltrimethoxysilane C(#N)CC(=O)[Si](OC)(OC)OC